N[C@@H](CC(=O)Cl)C(=O)Cl mono-L-aspartoyl chloride